3',5'-dimethyl-3-(3,6-di-tert-butyl-9H-carbazol-9-yl)-5-(2,4,4-trimethylpentan-2-yl)biphenyl-2-ol CC=1C=C(C=C(C1)C)C=1C(=C(C=C(C1)C(C)(CC(C)(C)C)C)N1C2=CC=C(C=C2C=2C=C(C=CC12)C(C)(C)C)C(C)(C)C)O